C(C)OC([C@H](C)OC1=C(C=C(C=C1)Cl)C1=NOCC1OCCCC)=O Ethyl-(2S)-2-[4-chloro-2-(4-butoxy-4,5-dihydroisoxazol-3-yl)phenoxy]propanoat